tert-butyl (R)-3-(2-methyl-4-nitrophenoxy)pyrrolidine-1-carboxylate CC1=C(O[C@H]2CN(CC2)C(=O)OC(C)(C)C)C=CC(=C1)[N+](=O)[O-]